4-(5-Chloro-2-(4-chloro-1H-1,2,3-triazol-1-yl)phenyl)-5-methoxy-1-((1-(6-methoxy-2-methylpyridin-3-yl)-1H-1,2,3-triazol-4-yl)methyl)pyridin-2(1H)-one ClC=1C=CC(=C(C1)C1=CC(N(C=C1OC)CC=1N=NN(C1)C=1C(=NC(=CC1)OC)C)=O)N1N=NC(=C1)Cl